(R)-2-(6-(4-(2-methoxyphenyl)piperidin-1-yl)-2-azaspiro[3.4]oct-2-yl)-1,3,4-thiadiazole COC1=C(C=CC=C1)C1CCN(CC1)[C@H]1CC2(CN(C2)C=2SC=NN2)CC1